N1(N=CN=C1)C[C@H]1N(C[C@@H](C1)NC(=O)C=1OC(=NN1)C1=C(C=CC(=C1)OC(F)(F)F)C1CC1)C(=O)OC(C)(C)C tert-butyl (2S,4R)-2-((1H-1,2,4-triazol-1-yl)methyl)-4-(5-(2-cyclopropyl-5-(trifluoromethoxy)phenyl)-1,3,4-oxadiazole-2-carboxamido)pyrrolidine-1-carboxylate